4-benzyl-2-(7-chloro-3-quinolyl)-6,6-dimethyl-4,5-dihydro-1,3-oxazine C(C1=CC=CC=C1)C1N=C(OC(C1)(C)C)C=1C=NC2=CC(=CC=C2C1)Cl